N-((S)-1-((2-(2-(2-(2,3-difluoro-6-(2-morpholinothiazol-4-yl)phenoxy)ethoxy)ethoxy)ethyl)amino)-1-oxo-3,3-diphenylpropan-2-yl)pyrrolidine-2-carboxamide FC1=C(OCCOCCOCCNC([C@H](C(C2=CC=CC=C2)C2=CC=CC=C2)NC(=O)C2NCCC2)=O)C(=CC=C1F)C=1N=C(SC1)N1CCOCC1